COC1=C(C=C([C@H]2OC=3C=C(C=C(C3C([C@@H]2O)=O)O)O)C=C1)O 4'-O-methyl-dihydroquercetin